BrC=1C=C(C=CC1)CC=1C=C(N(N1)C1=C(C=CC(=C1)OC=1C(=C2C=CN(C2=CC1F)COCC[Si](C)(C)C)F)F)N 5-[(3-bromophenyl)methyl]-2-[5-[4,6-difluoro-1-(2-trimethylsilylethoxymethyl)indol-5-yl]oxy-2-fluoro-phenyl]pyrazol-3-amine